tert-butyl-7-(3,5-dimethylphenyl)-6-methoxy-2-methyl-1H-indene C(C)(C)(C)C1C(=CC2=CC=C(C(=C12)C1=CC(=CC(=C1)C)C)OC)C